(difluoro(2-(((S)-1-oxo-1-((S)-2-((S)-2-phenylmorpholine-4-carbonyl)pyrrolidin-1-yl)pentan-2-yl)carbamoyl)benzo[b]thiophen-5-yl)methyl)phosphonic acid FC(C1=CC2=C(SC(=C2)C(N[C@H](C(N2[C@@H](CCC2)C(=O)N2C[C@@H](OCC2)C2=CC=CC=C2)=O)CCC)=O)C=C1)(F)P(O)(O)=O